8-methyl-7-(3-(pyridazin-4-ylamino)-7,8-dihydro-1,6-naphthyridin-6(5H)-yl)-4H-pyrimido[1,2-b]pyridazin-4-one CC1=CC=2N(N=C1N1CC=3C=C(C=NC3CC1)NC1=CN=NC=C1)C(C=CN2)=O